(E)-N-[4-(1,3-dimethyl-1H-pyrazol-5-yloxy)-2,5-dimethylphenyl]formamidine CN1N=C(C=C1OC1=CC(=C(C=C1C)N\C=N\[H])C)C